C(C)(C)(C)C1=C(C(=CC(=C1)CC)CC1=C(C(=CC(=C1)CC)C(C)(C)C)O)O 2-tert-butyl-6-[(3-tert-butyl-5-ethyl-2-hydroxyphenyl)methyl]-4-ethylphenol